FC=1C=CC(=C(C1)C(=O)N1[C@@H]2[C@@H](C[C@H](C1)C2)NC2=NC=C(C=N2)C(F)(F)F)C2=NC=CC=N2 (5-fluoro-2-(pyrimidin-2-yl)phenyl)((1S,4S,6R)-6-((5-(trifluoromethyl)pyrimidin-2-yl)amino)-2-azabicyclo[2.2.1]heptan-2-yl)methanone